3-(2-(tert-butylamino)-2-oxoacetyl)-N-(3-chloro-4-fluorophenyl)-5,6,7,8-tetrahydroindolizine-1-carboxamide C(C)(C)(C)NC(C(=O)C1=CC(=C2CCCCN12)C(=O)NC1=CC(=C(C=C1)F)Cl)=O